(3R)-7-((2S,5R)-4-acryloyl-2,5-dimethyl-piperazin-1-yl)-3-(azetidin-1-ylmethyl)-9-chloro-10-(2,4-difluorophenyl)-2H-[1,4]oxazino-[2,3,4-ij]quinazolin-5(3H)-one C(C=C)(=O)N1C[C@@H](N(C[C@H]1C)C1=NC(N2C3=C(C(=C(C=C13)Cl)C1=C(C=C(C=C1)F)F)OC[C@H]2CN2CCC2)=O)C